((2-(3-(2-(1-(2-(3,5-bis(difluoromethyl)-1H-pyrazol-1-yl)acetyl)piperidin-4-yl)thiazol-4-yl)-4,5-dihydroisoxazol-5-yl)-3-chlorophenyl)imino)(isopropyl)(methyl)-λ6-sulfanone FC(C1=NN(C(=C1)C(F)F)CC(=O)N1CCC(CC1)C=1SC=C(N1)C1=NOC(C1)C1=C(C=CC=C1Cl)N=S(=O)(C)C(C)C)F